ClC=1C=CC(=C(C1)C1=C(C=NC(=C1)C)C(=O)NC=1SC=2C(=NC=C(N2)C2=CC=3N(CCCN3)C=C2)N1)OC 4-(5-chloro-2-methoxy-phenyl)-N-[6-(3,4-dihydro-2H-pyrido[1,2-a]pyrimidin-8-yl)thiazolo[4,5-b]pyrazin-2-yl]-6-methyl-pyridine-3-carboxamide